N1C=CC(C2=CC=C3C(C=CNC3=C12)=O)=O 1,10-dihydro-1,10-phenanthroline-4,7-dione